3-(6-amino-5-fluoropyridin-3-yl)-7-(((1r,4r)-4-(dimethylamino)cyclohexyl)amino)-1-isopropyl-3,4-dihydropyrimido[4,5-d]pyrimidin-2(1H)-one NC1=C(C=C(C=N1)N1C(N(C2=NC(=NC=C2C1)NC1CCC(CC1)N(C)C)C(C)C)=O)F